cholest-5-en-3-ylpropanedioic acid CC(C)CCC[C@@H](C)[C@H]1CC[C@H]2[C@@H]3CC=C4CC(CC[C@]4(C)[C@H]3CC[C@]12C)C(C(=O)O)C(=O)O